C(C)OC1=CC=C(C=C1)C1=CN=C(C(=N1)C(=O)NOCC1=C(C=CC(=C1)OC)F)O 6-(4-ethoxyphenyl)-N-((2-fluoro-5-methoxybenzyl)oxy)-3-hydroxypyrazine-2-carboxamide